FC=1C=C(C=NC1OC)CN1C2CN(CC1C2)C2=CC=C(C=N2)C=2C=1N(C=C(C2)O)N=CC1C#N 4-(6-(6-((5-fluoro-6-methoxypyridin-3-yl)methyl)-3,6-diazabicyclo[3.1.1]heptane-3-yl)pyridin-3-yl)-6-hydroxypyrazolo[1,5-a]pyridine-3-carbonitrile